2-((2-(1H-imidazol-1-yl)-6-nitroquinolin-4-yl)oxy)ethan-1-ol N1(C=NC=C1)C1=NC2=CC=C(C=C2C(=C1)OCCO)[N+](=O)[O-]